ClC1=C2C=CC=NC2=C(C=C1)NC(C1=CC=CC=C1)=O N-(5-chloroquinolin-8-yl)benzamide